furochromenone O1C(C=CC2=CC=C3C(=C12)C=CO3)=O